C(CC(C(=O)N)S(=O)(=O)C=C)C(C(=O)N)S(=O)(=O)C=C ethylenebis[2-(vinylsulfonyl)acetamide]